6-Bromo-2-fluoro-3-methoxy-benzaldehyde BrC1=CC=C(C(=C1C=O)F)OC